OC1(CCN(CC1)C(CC(C)C1=CC=CC=C1)=O)CN1C=NC=2C(C1=O)=NN(C2C2=CC=C(CNCCCNC(CCOCCC(=O)N)=O)C=C2)C 3-(3-((3-((4-(6-((4-hydroxy-1-(3-phenylbutanoyl)piperidin-4-yl)methyl)-2-methyl-7-oxo-6,7-dihydro-2H-pyrazolo[4,3-d]pyrimidin-3-yl)benzyl)amino)propyl)amino)-3-oxopropoxy)propanamide